The molecule is an indane derivative in which the indane skeleton is substituted by geminal methyl groups at C-1, by a single methyl group at C-6, by an isopropyl group at C-3 and by a 3-carboxypropanoyl group at C-6. It is a member of indanes and a 4-oxo monocarboxylic acid. CC1=CC2=C(C=C1C(=O)CCC(=O)O)[C@H](CC2(C)C)C(C)C